citronellyl acetate C(C)(=O)OCCC(C)CCC=C(C)C